NC1=NC=C(C(=N1)NCCO)OC1=CC(=NC=C1C(C)C)Br 2-((2-amino-5-((2-bromo-5-isopropylpyridin-4-yl)oxy)pyrimidin-4-yl)amino)ethanol